ClC1=NC2=C(C=3N1N=C(N3)C3=CC(=CC=C3)OC)N=CC=C2 5-chloro-2-(3-methoxyphenyl)pyrido[2,3-e][1,2,4]triazolo[1,5-c]pyrimidine